Cl.NC(C(=O)OC(C)CC)C(C)C butan-2-yl 2-amino-3-methylbutanoate hydrochloride